C(C1=CC=CC=C1)OC1=C(C(=O)N(C2=CC=C(C=C2)N2CCCCC2)CC2=CC=C(C=C2)C(NOCC2=CC=CC=C2)=O)C=C(C(=C1)OCC1=CC=CC=C1)C(C)C 2,4-bis(benzyloxy)-N-(4-((benzyloxy)carbamoyl)benzyl)-5-isopropyl-N-(4-(piperidin-1-yl)phenyl)benzamide